1,2-bis(2,3-epoxycyclopentyl)ethane C1(C2C(CC1)O2)CCC2C1C(CC2)O1